N-[1-(2,4-difluorophenyl)-4,5,6,7-tetrahydro-1H-indazol-4-yl]-5-ethyl-3-isoxazolecarboxamide FC1=C(C=CC(=C1)F)N1N=CC=2C(CCCC12)NC(=O)C1=NOC(=C1)CC